3,4-dihydro-3-methylisocoumarin CC1OC(=O)C2=CC=CC=C2C1